[4-(1,5-dimethyl-1H-pyrazol-3-yl)piperidine-1-carbonyl]-6-methyl-N-(1-methylcyclopropyl)furo[2,3-d]pyrimidin-4-amine CN1N=C(C=C1C)C1CCN(CC1)C(=O)C=1N=C(C2=C(N1)OC(=C2)C)NC2(CC2)C